C1=CC=CC=2C3=CC=CC=C3C(C12)COC(=O)N([C@@H](CC(=O)O)C(=O)N1C2COCC1CC2)C (3S)-3-[9H-fluoren-9-ylmethoxycarbonyl-(Methyl)amino]-4-(3-oxa-8-azabicyclo[3.2.1]octan-8-yl)-4-oxobutanoic acid